ethyl (2,2,2-trifluoroethanethioyl)glycinate FC(C(=S)NCC(=O)OCC)(F)F